C(C)(C)(C)OC(=O)N1CC2=C(N=C(N=C2O)C)CC1 4-hydroxy-2-methyl-7,8-dihydropyrido[4,3-d]pyrimidine-6(5H)-carboxylic acid tert-butyl ester